C1(CCC1)N1C(=CC2=CC=CC=C12)C=1N(C(C(=C(N1)C(=O)NC1=C(C=CC=C1)O)OC)=O)C 2-(1-cyclobutylindol-2-yl)-N-(2-hydroxyphenyl)-5-methoxy-1-methyl-6-oxopyrimidine-4-carboxamide